CS(=O)(=O)C1=CC=C(C=C1)NC1=NC=C2C(=N1)N(N=C2)CC2CCC(CC2)C=O (1s,4s)-4-((6-((4-(methylsulfonyl)phenyl)amino)-1H-pyrazolo[3,4-d]pyrimidin-1-yl)methyl)cyclohexane-1-carbaldehyde